O=C1N(C(C2=CC=CC=C12)=O)C(C(=O)O)C 2-(1,3-dioxoisoindolin-2-yl)propionic acid